Dysprosium fluorid [F-].[Dy+3].[F-].[F-]